C[C@]12CC[C@H]3[C@H]([C@@H]1CCC2=O)CC=C4[C@@]3(CC[C@@H](C4)O[C@H]5[C@@H]([C@H]([C@@H]([C@H](O5)C(=O)O)O)O)O)C The molecule is a steroid glucosiduronic acid having dehydroepiandrosterone as the steroid component. It has a role as a metabolite. It derives from a beta-D-glucuronic acid and a dehydroepiandrosterone.